C(C)C=1SC(=C(N1)C1=CC=CC=C1)OC1=CC(=NC=C1)C1(NC=C(C=C1)NCCN1CCN(CC1)C(C)C)N 2-(4-((2-ethyl-4-phenylthiazol-5-yl)oxy)pyridin-2-yl)-N5-(2-(4-isopropylpiperazine-1-yl)ethyl)pyridin-2,5-diamine